C(C)OC1=C(C(=C(C=C1)C1=C(C(=C(C=C1)O)F)F)F)F 4-(4'-ethoxy-2',3'-difluorophenyl)-2,3-difluorophenol